3-[1-(2-chloro-3,6-difluoro-phenyl)-ethoxy]-5-cyclohexylmethoxy-pyridin-2-ylamine ClC1=C(C(=CC=C1F)F)C(C)OC=1C(=NC=C(C1)OCC1CCCCC1)N